ClC1(NC=CC=N1)N1C(CCC1(C)C)=O 1-(2-chloropyrimidin-2-yl)-5,5-dimethyl-pyrrolidin-2-one